2-(((S)-1-(((6-amino-2-methylpyridin-3-yl)methyl)amino)-1-oxopropan-2-yl)carbamoyl)-4-benzylpyrrolidine-1-carboxylic acid tert-butyl ester C(C)(C)(C)OC(=O)N1C(CC(C1)CC1=CC=CC=C1)C(N[C@H](C(=O)NCC=1C(=NC(=CC1)N)C)C)=O